(S)-3-(4-(2-(3,5-dichloro-4-((R)-3-chloro-2-hydroxypropoxy)phenyl)propan-2-yl)phenoxy)propane-1,2-diyl diacetate C(C)(=O)OC[C@H](COC1=CC=C(C=C1)C(C)(C)C1=CC(=C(C(=C1)Cl)OC[C@H](CCl)O)Cl)OC(C)=O